FC1=CC(=C(C=C1)C1COC(C1)(C(F)(F)F)C)OC 3-(4-fluoro-2-methoxy-phenyl)-5-methyl-5-(trifluoromethyl)tetrahydrofuran